C1=CC=CC2=C(C3=CC=CC=C3C(=C12)C(=O)O)C(=O)O.[Na] sodium 9,10-anthracenedicarboxylic acid